BrC1=CC(=C(C=C1)N1CC(C1)(F)F)[N+](=O)[O-] 1-(4-Bromo-2-nitro-phenyl)-3,3-difluoro-azetidine